ClC=1C2=C(C=NC1)O[C@@]1([C@]2([C@@H]([C@@H]([C@H]1C1=CC=CC=C1)C(=O)N(C)C)O)O)C1=CC=C(C=C1)C#N |r| rac-(4bS,5R,6R,7S,7aR)-4-chloro-7a-(4-cyanophenyl)-4b,5-dihydroxy-N,N-dimethyl-7-phenyl-4b,6,7,7a-tetrahydro-5H-cyclopenta[4,5]furo[2,3-c]pyridine-6-carboxamide